Cl.Cl.ClC=1C=C(C(=NC1)O[C@@H]1CNCCC1)C1=C2C(=NC=C1)C=C(S2)CN2C(C1C(C1C2=O)(C)C)=O 3-((7-(5-chloro-2-(((S)-piperidin-3-yl)oxy)pyridin-3-yl)thieno[3,2-b]pyridin-2-yl)methyl)-6,6-dimethyl-3-azabicyclo[3.1.0]hexane-2,4-dione dihydrochloride